9-((2-butyloctyl)oxy)-9-oxononanoic acid C(CCC)C(COC(CCCCCCCC(=O)O)=O)CCCCCC